1-methoxy-4-(2-(benzenesulfonyl)vinyl)benzene COC1=CC=C(C=C1)C=CS(=O)(=O)C1=CC=CC=C1